neodymium-yttrium argon Nickel-titanium-copper [Cu].[Ti].[Ni].[Ar].[Y].[Nd]